FC(C1=CC=CC2=C1C(C1=NC=CC=C1CO2)N)(F)F 10-(trifluoromethyl)-5,11-dihydrobenzo[6,7]oxepino[4,3-b]pyridin-11-amine